OC1=C(C=C(C=C1)C)N1N=C2C(=N1)C=CC=C2 (2-hydroxy-5-methylphenyl)-2H-benzotriazole